ClC1=C(C(=CC=C1)Cl)C1CN(C1)C1=CC=C(CN2CCC(CC2)C(=O)O)C=C1 1-(4-(3-(2,6-dichlorophenyl)azetidin-1-yl)benzyl)piperidine-4-carboxylic acid